C(#C)C1=C(C(N(C=2N=C(N=CC21)NC2=CC=C(C=C2)N2CCN(CC2)C)CC=2OC=CN2)=O)C 5-ethynyl-6-methyl-2-((4-(4-methylpiperazin-1-yl)phenyl)amino)-8-(oxazol-2-ylmethyl)pyrido[2,3-d]pyrimidin-7(8H)-one